N-hexadecyl-2-(3-methoxy-4-benzyloxyphenyl)-3,5,7-tribenzyloxy-quinolin-4-one C(CCCCCCCCCCCCCCC)N1C(=C(C(C2=C(C=C(C=C12)OCC1=CC=CC=C1)OCC1=CC=CC=C1)=O)OCC1=CC=CC=C1)C1=CC(=C(C=C1)OCC1=CC=CC=C1)OC